4-(benzyloxy)-5-methoxy-2-nitrobenzoic acid C(C1=CC=CC=C1)OC1=CC(=C(C(=O)O)C=C1OC)[N+](=O)[O-]